3-(5-(cyclopropylethynyl)-4-((2-fluoroethyl)amino)pyridin-2-yl)-1-(6-formyl-5-((4-methyl-2-oxopiperazin-1-yl)methyl)pyridin-2-yl)-1-methylurea C1(CC1)C#CC=1C(=CC(=NC1)NC(N(C)C1=NC(=C(C=C1)CN1C(CN(CC1)C)=O)C=O)=O)NCCF